NCCN(CCN)CC=1C=CC(=C(C(=O)NC2=CC=C(C=C2)S(=O)(=O)N2CCN(CC2)C2=NC(=CC(=N2)C#N)C)C1)N(S(=O)(=O)C)C 5-((Bis(2-aminoethyl)amino)methyl)-N-(4-((4-(4-cyano-6-methylpyrimidin-2-yl)piperazin-1-yl)sulfonyl)phenyl)-2-(N-methylmethylsulfonamido)benzamide